BrC=1C(=NC(=NC1)NC1=CC(=C(C=C1OC)N1CCC(CC1)N1CCN(CC1)C(=O)OC(C)(C)C)C1CCC(CC1)(F)F)NC=1C(=C2N=CC=NC2=CC1)NS(=O)(=O)C tert-butyl 4-(1-(4-((5-bromo-4-((5-(methylsulfonamido)quinoxalin-6-yl)amino)pyrimidin-2-yl)amino)-2-(4,4-difluorocyclohexyl)-5-methoxyphenyl)piperidin-4-yl)piperazine-1-carboxylate